FC1=NC=CC=C1 Z-fluoropyridine